OC=1C(=NC=CC1)N1CCN(CC1)C(=O)OC(C)(C)C tert-butyl 4-(3-hydroxy-2-pyridyl)piperazine-1-carboxylate